2-(2-chlorobenzyl)-N-(2,6-dimethylphenyl)-8-methyl-4,5-dihydro-2H-furo[2,3-g]indazole-7-carboxamide ClC1=C(CN2N=C3C4=C(CCC3=C2)OC(=C4C)C(=O)NC4=C(C=CC=C4C)C)C=CC=C1